FC1(CCN(CCC1)C1=C(C(=O)NC=2C=C(C=CC2)S(=O)(C)=NC(OC(C)(C)C)=O)C=C(C(=N1)C)C(F)(F)F)F tert-butyl ((3-(2-(4,4-difluoroazepan-1-yl)-6-methyl-5-(trifluoromethyl)nicotinamido)phenyl)(methyl)(oxo)-λ6-sulfaneylidene)carbamate